FC=1C=C(C=CC1C(F)(F)F)C1=CN=C(O1)NC=1C=CC(=NC1)C(N)=NO 5-((5-(3-fluoro-4-(trifluoromethyl)-phenyl)oxazol-2-yl)amino)-N'-hydroxypicolinimidamide